2,7-dicarboxyfluorene C(=O)(O)C1=CC=2CC3=CC(=CC=C3C2C=C1)C(=O)O